C1(=CC=CC=C1)P(C1=CC=CC=C1)(C1=CC=CC=C1)[Pd-] (triphenylphosphino)palladium (0)